tert-butyl ((1R,3S)-3-(7-(difluoromethoxy)-[1,2,4]triazolo[4,3-a]pyridin-3-yl)cyclohexyl)carbamate FC(OC1=CC=2N(C=C1)C(=NN2)[C@@H]2C[C@@H](CCC2)NC(OC(C)(C)C)=O)F